NC/C(/COC1=CC=C(C=C1)S(=O)(=O)CC1(CCN(CC1)C(C(C)C)=O)C)=C\F (E)-1-(4-(((4-((2-(aminomethyl)-3-fluoroallyl)oxy)phenyl)sulfonyl)methyl)-4-methylpiperidin-1-yl)-2-methylpropan-1-one